3-[(3-chloro-2-methoxyphenyl)amino]-2-(3-{2-[(2R)-1-[(2E)-4-(dimethylamino)but-2-enoyl]-2-methylpyrrolidin-2-yl]ethynyl}pyridin-4-yl)-1H,5H-pyrrolo[3,2-c]pyridin-4-one ClC=1C(=C(C=CC1)NC1=C(NC2=C1C(NC=C2)=O)C2=C(C=NC=C2)C#C[C@@]2(N(CCC2)C(\C=C\CN(C)C)=O)C)OC